Cl.[N+](=O)([O-])C1=CC(=C(C=C1)N)N 4-nitro-o-phenylenediamine HCl